N[C@@H](C)C1=C(C=C(C=C1)C1=C(N=CS1)C)O 2-[(1S)-1-aminoethyl]-5-(4-methylthiazol-5-yl)phenol